(3-(phenoxy)-2-(((diphenylmethylene)amino)methyl)phenyl)carbamic acid tert-butyl ester C(C)(C)(C)OC(NC1=C(C(=CC=C1)OC1=CC=CC=C1)CN=C(C1=CC=CC=C1)C1=CC=CC=C1)=O